N-((R)-((S)-7-(1-methyl-1H-pyrazol-4-yl)-2,3-dihydro-1H-pyrido[2,3-b][1,4]oxazin-3-yl)(phenyl)methyl)-2-(pyridin-3-yl)ethanamine CN1N=CC(=C1)C1=CC2=C(O[C@@H](CN2)[C@H](NCCC=2C=NC=CC2)C2=CC=CC=C2)N=C1